C(CCCC)(=O)O[C@H]1CC[C@@H]2[C@@]1(CC[C@@H]1[C@]3(CCC=4N=C(SC4C3=CC[C@@H]21)NC2=NC=CC=N2)C)C (5aR,5bS,7aS,8S,10aS,10bR)-5a,7a-dimethyl-2-(pyrimidin-2-ylamino)-5,5a,5b,6,7,7a,8,9,10,10a,10b,11-dodecahydro-4H-cyclopenta[7,8]phenanthro[2,1-d]thiazol-8-yl pentanoate